FC=1C=CC(=C(C1)C1CCN(CC1)[C@@H]1COC2(CN(C2)C(=O)OC(C)(C)C)C1)OC1COC1 tert-butyl (S)-7-(4-(5-fluoro-2-(oxetan-3-yloxy)phenyl)piperidin-1-yl)-5-oxa-2-azaspiro[3.4]octane-2-carboxylate